5,7-DIMETHYL-2-(2-NITROPHENYL)-1H-INDOLE-3-CARBOXALDEHYDE CC=1C=C2C(=C(NC2=C(C1)C)C1=C(C=CC=C1)[N+](=O)[O-])C=O